1-[6-chloro-4-(3,4-methylenedioxybenzyl)-aminoquinazolin-2-yl]piperidine ClC=1C(=C2C(=NC(=NC2=CC1)N1CCCCC1)CC1=CC2=C(C=C1)OCO2)N